OC1=CC=C(C=C1)CO[C@@H]1C[C@H](NC1)C(N(C)C)=S (2S,4R)-4-[(4-hydroxyphenyl)methoxy]-N,N-dimethylpyrrolidine-2-carbothioamide